1-((cyclopropylmethyl)sulfonyl)-N-(4,6-dimethylbenzo[d]thiazol-2-yl)piperidine-4-carboxamide C1(CC1)CS(=O)(=O)N1CCC(CC1)C(=O)NC=1SC2=C(N1)C(=CC(=C2)C)C